dipropylene glycol bisphosphite P(O)(O)OC(C)COC(C)COP(O)O